quercetin-triat O1C(=C(O)C(=O)C2=C(O)C(=C(O)C(=C12)C(=O)[O-])C(=O)[O-])C=1C(=C(O)C(O)=CC1)C(=O)[O-]